OCC(CC(C(=O)O)CC(OCCCC\C=C/CC)OCCCC\C=C/CC)CO 3-hydroxy-2-(hydroxymethyl)propyl-4,4-bis(((Z)-oct-5-en-1-yl)oxy)butanoic acid